ClC1=CC(=C(C=C1)S(=O)(=O)N1C[C@@H]([C@@](C1)(CO)O)S(=O)(=O)C1=CC=C(C#N)C=C1)OC 4-(((3S,4R)-1-((4-chloro-2-methoxyphenyl)sulfonyl)-4-hydroxy-4-(hydroxymethyl)pyrrolidin-3-yl)sulfonyl)benzonitrile